BrC1=CC=C2C3=C(N(C2=C1)COCC[Si](C)(C)C)CCCCC3 3-bromo-5-((2-(trimethylsilyl)ethoxy)methyl)-5,6,7,8,9,10-hexahydrocyclohepta[b]indole